4-[[3-(3,5-dichlorophenyl)-5-vinyl-4H-isoxazole-5-carbonyl]amino]tetrahydrofuran-2-carboxylic acid methyl ester COC(=O)C1OCC(C1)NC(=O)C1(CC(=NO1)C1=CC(=CC(=C1)Cl)Cl)C=C